FC1=CC=C(C=C1)S(=NC(=O)C1=NC=C(C=N1)C1=NOC(=N1)C(F)(F)F)(=O)C N-((4-fluorophenyl)(methyl)(oxo)-λ6-sulfaneylidene)-5-(5-(trifluoromethyl)-1,2,4-oxadiazol-3-yl)pyrimidine-2-carboxamide